OC(CNC(=O)C=1OC=CC1)C N-(2-hydroxypropyl)-2-furancarboxamide